3-(2,4-dimethylbenzenesulfonyl)-8-[4-(oxan-4-yl)piperazin-1-yl]-1H,5H-[1,2,3]triazolo[1,5-a]quinazolin-5-one CC1=C(C=CC(=C1)C)S(=O)(=O)C1=NNN2C1=NC(C1=CC=C(C=C21)N2CCN(CC2)C2CCOCC2)=O